2-((4-aminophenyl)thio)-1-(4-(trans-2-phenylcyclopropanecarbonyl)piperazin-1-yl)ethanone NC1=CC=C(C=C1)SCC(=O)N1CCN(CC1)C(=O)[C@H]1[C@@H](C1)C1=CC=CC=C1